2-(3-methylmorpholino)-6-nitrobenzo[d]oxazole CC1COCCN1C=1OC2=C(N1)C=CC(=C2)[N+](=O)[O-]